2'-bromo-3-chloro-4-((3,5-difluoropyridin-2-yl)methoxy)-5',6-Dimethyl-2H-[1,4'-bipyridyl]-2-one BrC1=NC=C(C(=C1)N1C(C(=C(C=C1C)OCC1=NC=C(C=C1F)F)Cl)=O)C